4-(((5'-chloro-2'-((1-(2-((2,6-dioxopiperidin-3-yl)amino)benzyl)piperidin-4-yl)amino)-[2,4'-bipyridyl]-6-yl)amino)methyl)tetrahydro-2H-pyran-4-carbonitrile ClC=1C(=CC(=NC1)NC1CCN(CC1)CC1=C(C=CC=C1)NC1C(NC(CC1)=O)=O)C1=NC(=CC=C1)NCC1(CCOCC1)C#N